methyl 4-(4-bromo-1-oxo-isoindolin-2-yl)cyclohexanecarboxylate BrC1=C2CN(C(C2=CC=C1)=O)C1CCC(CC1)C(=O)OC